C(C1=CC=CC=C1)N(C1=CC=C2[C@H](CC[C@]3(CC=4N=C(N=C(C4CO3)OCC3=CC=CC=C3)SC)C2=C1Br)C)CC1=CC=CC=C1 (1S,4S)-N,N-dibenzyl-4'-(benzyloxy)-8-bromo-4-methyl-2'-(methylthio)-3,4,5',8'-tetrahydro-2H-spiro[naphthalene-1,7'-pyrano[4,3-d]pyrimidin]-7-amine